4-(trifluoromethylsulfonyl)bromobenzene FC(S(=O)(=O)C1=CC=C(C=C1)Br)(F)F